6-{[2,6-bis(2-methoxy-1-naphthyl)phenyl-(3-(2,6-dimethylphenyl)-2-thienyl)]-phosphino}-2-trifluoromethylphenol COC1=C(C2=CC=CC=C2C=C1)C1=C(C(=CC=C1)C1=C(C=CC2=CC=CC=C12)OC)C=1C(=C(SC1)PC1=CC=CC(=C1O)C(F)(F)F)C1=C(C=CC=C1C)C